5-(3-(5-methyl-6-oxo-5,7-diazaspiro[3.4]oct-7-yl)piperidin-1-yl)pyrazine-2-carboxamide CN1C2(CCC2)CN(C1=O)C1CN(CCC1)C=1N=CC(=NC1)C(=O)N